12-Azatricyclo[6.3.1.02,7]dodeca-2,4,6-trien-9-ol hydrochloride Cl.C12C3=CC=CC=C3C(C(CC1)O)N2